ClC1=CN=C2N1C=C(C=N2)C=2C=CN1N=C(N=CC12)NC=1C=NN(C1)C 5-(3-chloroimidazo[1,2-a]pyrimidin-6-yl)-N-(1-methyl-1H-pyrazol-4-yl)pyrrolo[2,1-f][1,2,4]triazin-2-amine